4-amino-N-((4S)-7-methoxy-3,4-dihydro-1H-2-benzopyran-4-yl)-N,1-dimethyl-1H-pyrazolo[4,3-c]quinoline-8-carboxamide NC1=NC=2C=CC(=CC2C2=C1C=NN2C)C(=O)N(C)[C@@H]2COCC1=C2C=CC(=C1)OC